ClC1=C(C(=C(C=C1OC)OC)Cl)C=1C(N(C2=CC(=NC=C2C1)CNC(C=C)=O)C1COCC1)=O N-((3-(2,6-dichloro-3,5-dimethoxyphenyl)-2-oxo-1-(tetrahydrofuran-3-yl)-1,2-dihydro-1,6-naphthyridin-7-yl)methyl)acrylamide